(R)-1-(4-(3-((3-chloro-4-(3,3-difluorocyclobutanecarbonyl)phenyl)amino)azetidin-1-yl)piperidin-1-yl)-3,3,3-trifluoro-2-hydroxy-2-phenylpropan-1-one ClC=1C=C(C=CC1C(=O)C1CC(C1)(F)F)NC1CN(C1)C1CCN(CC1)C([C@@](C(F)(F)F)(C1=CC=CC=C1)O)=O